O=C1C(=CN=CN1C1CCN(CC1)C(=O)OC(C)(C)C)C1=CC=CC=C1 tert-butyl 4-(6-oxo-5-phenyl-1,6-dihydropyrimidin-1-yl)piperidine-1-carboxylate